COC(COC1=NN(C(=N1)C1=C(C=C(C=C1)Cl)F)C1=C(C=C(C=C1)F)F)=O Methyl-{[5-(4-chloro-2-fluorophenyl)-1-(2,4-difluorophenyl)-1H-1,2,4-triazol-3-yl]oxy}acetat